((6-methyl-2,3-dihydrobenzofuran-5-yl)amino)-9-((tetrahydro-2H-pyran-4-yl)methyl)-7,9-dihydro-8H-purin-8-one CC1=CC2=C(CCO2)C=C1NC1=NC=C2NC(N(C2=N1)CC1CCOCC1)=O